2'-cyclopropyl-2-ethyl-spiro[6,7-dihydrothieno[3,2-c]pyran-4,4'-piperidine] C1(CC1)C1NCCC2(C1)OCCC1=C2C=C(S1)CC